C(C)OC(=O)C1CC2=CC=C(C(=C2C1)Br)O 4-bromo-5-hydroxy-2,3-dihydro-1H-indene-2-carboxylic acid ethyl ester